(2S)-N-(7-(6-(1-hydroxypropyl)-4-methylpyridin-3-yl)-2,6-naphthyridin-3-yl)oxetane-2-carboxamide OC(CC)C1=CC(=C(C=N1)C1=NC=C2C=C(N=CC2=C1)NC(=O)[C@H]1OCC1)C